3-(2,6-dichloro-3,5-dimethoxyphenyl)-7-((2-methyl-6-nitrophenyl)amino)-1-(3-(4-Methylpiperazin-1-yl)propyl)-1,6-naphthyridin-2(1H)-one ClC1=C(C(=C(C=C1OC)OC)Cl)C=1C(N(C2=CC(=NC=C2C1)NC1=C(C=CC=C1[N+](=O)[O-])C)CCCN1CCN(CC1)C)=O